ClC1(C(C1C1=CC(=C(C(=C1)F)F)F)C(=O)NC1=CC(=C(C=C1)Cl)CNC(CC(F)(F)F)=O)Cl 2,2-dichloro-N-[4-chloro-3-[[(3,3,3-trifluoro-1-oxopropyl)amino]methyl]phenyl]-3-(3,4,5-trifluorophenyl)cyclopropanecarboxamide